2-amino-N-((1S,2S)-2-cyanocyclopentyl)-3-methyl-N-((5-(trifluoromethyl)-2-pyridinyl)methyl)-1,7-naphthyridine-6-carboxamide NC1=NC2=CN=C(C=C2C=C1C)C(=O)N(CC1=NC=C(C=C1)C(F)(F)F)[C@@H]1[C@H](CCC1)C#N